BrC1=CC=C(C=C1)[C@@H]1OC1 (S)-2-(4-bromophenyl)oxirane